[N+](=O)([O-])C1=C(C(C(=O)O)=CC(=C1)[N+](=O)[O-])O (s)-3,5-dinitrosalicylic acid